(E)-4-(furan-2-ylmethylene)-2-methyl-1,2,3,4-tetrahydroacridine-9-carboxylic acid O1C(=CC=C1)\C=C\1/CC(CC2=C(C3=CC=CC=C3N=C12)C(=O)O)C